N1=C(C=CC=C1)C1=NNC2=CC=CC=C12 Pyridyl-indazole